4-(5-butylisoxazol-3-yl)aniline aluminum [Al].C(CCC)C1=CC(=NO1)C1=CC=C(N)C=C1